FC=1C=C(C=CC1C(F)(F)F)C1C(=C(NC=2N1N=C(C2)C(=O)OCC)C)C(NC2=CC=1C(=CN=CC1)S2)=O ethyl 7-(3-fluoro-4-(trifluoromethyl) phenyl)-5-methyl-6-(thieno[2,3-c]pyridin-2-ylcarbamoyl)-4,7-dihydropyrazolo[1,5-a]pyrimidine-2-carboxylate